maleimidocaproyl-oxysulfosuccinimide C1(C=CC(N1CCCCCC(=O)OC1(C(=O)NC(C1)=O)S(=O)(=O)O)=O)=O